2-[2-(aminomethyl)-3,3-difluoro-allyl]-4-[[5-(1-methylpyrazol-4-yl)-2-thienyl]methyl]-1,2,4-triazol-3-one NCC(CN1N=CN(C1=O)CC=1SC(=CC1)C=1C=NN(C1)C)=C(F)F